N1(CCOCC1)C1=NC2=C(N=CC=C2C(=C1)N1CC(CCC1)CO)C1=CC=NN1 {1-[2-(morpholin-4-yl)-8-(1H-pyrazol-5-yl)-1,7-naphthyridin-4-yl]piperidin-3-yl}methanol